FC=1C=CC(=C(C1)C=1C=CC=[N+](C1)[O-])N1N=NN=C1 5-(5-fluoro-2-(1H-tetrazol-1-yl)phenyl)pyridine 1-oxide